[6-[6-(difluoromethoxy)-2-pyridinyl]-3-isoquinolinyl]methylamine FC(OC1=CC=CC(=N1)C=1C=C2C=C(N=CC2=CC1)CN)F